(1-(tert-butyl)-3-((2R,4R)-4-hydroxytetrahydrofuran-2-yl)-1H-pyrazol-5-yl)carbamic acid benzyl ester C(C1=CC=CC=C1)OC(NC1=CC(=NN1C(C)(C)C)[C@@H]1OC[C@@H](C1)O)=O